ClC1=CC=C(C=C1)CN1C(=C(C2=CC(=CC=C12)F)C)CC(C(=O)O)(C)C 3-[1-[(4-chlorophenyl)methyl]-5-fluoro-3-methyl-2-indolyl]-2,2-dimethylpropanoic acid